S1C=NC2=C1C=CC=N2 pyridothiazole